CNC(=O)C1=C(C=CC=C1)NC1=NC(=NC=C1C(F)(F)F)NC=1C=C2CC(N(C2=CC1)CC1CCN(CC1)C(=O)OC(C)(C)C)=O Tert-Butyl 4-((5-((4-((2-(methylcarbamoyl)phenyl)amino)-5-(trifluoromethyl)-pyrimidin-2-yl)amino)-2-oxoindolin-1-yl)methyl)piperidine-1-carboxylate